(Z)-3-[(Z)-benzylidene]-6-[5-(tert-butyl)-1H-imidazol-4-ylidene]-5-oxo-3,4,5,6-tetrahydropyrazin-2-yl 4-methylpiperazine-1-carboxylate CN1CCN(CC1)C(=O)OC/1=N\C(\C(N\C1=C/C1=CC=CC=C1)=O)=C\1/N=CNC1C(C)(C)C